spiro[2.2]pent-1-yl-methanol C1(CC12CC2)CO